FC=1C=C(C=CC1)S(=O)(=O)C(C)(C)C1CCN(CC1)C(=O)NC=1C=NC(=NC1)C 4-(2-((3-fluorophenyl)sulfonyl)propan-2-yl)-N-(2-methyl-pyrimidin-5-yl)piperidine-1-carboxamide